5-fluoro-4-(tetramethyl-1,3,2-dioxaborolan-2-yl)-1H-indole FC=1C(=C2C=CNC2=CC1)B1OC(C(O1)(C)C)(C)C